((8-(1H-indol-3-yl)imidazo[1,2-b]pyridazin-6-yl)amino)piperidine-1-carboxylic acid tert-butyl ester C(C)(C)(C)OC(=O)N1C(CCCC1)NC=1C=C(C=2N(N1)C=CN2)C2=CNC1=CC=CC=C21